COCCN(C1=NC(=CC(=C1)OC=1C=C(C#N)C=CC1)C)C 3-[2-[2-methoxyethyl-(methyl)amino]-6-methylpyridin-4-yl]oxybenzonitrile